O1COCC2=C1C=CC(=C2)C(C2=CC1=C(OCOC1)C=C2)N(C2CCN(CC2)C(=O)N2N=NC1=C2C=C(C=C1)C#N)C 1-(4-((bis(4H-benzo[d][1,3]dioxin-6-yl)methyl)(methyl)amino)piperidine-1-carbonyl)-1H-benzo[d][1,2,3]triazole-6-carbonitrile